(S)-N-(7-((3-hydroxyoxetan-3-yl)ethynyl)-5-methyl-4-oxo-2,3,4,5-tetrahydrobenzo[b][1,4]oxazepin-3-yl)-4-((2-methylthiazol-4-yl)methyl)pyridineamide OC1(COC1)C#CC1=CC2=C(OC[C@@H](C(N2C)=O)NC(=O)C2=NC=CC(=C2)CC=2N=C(SC2)C)C=C1